tert-butyl (S)-2-methyl-4-((trans)-4-(((2-nitro-4-sulfamoylphenyl)amino)methyl)cyclohexyl)piperazine-1-carboxylate C[C@@H]1N(CCN(C1)[C@@H]1CC[C@H](CC1)CNC1=C(C=C(C=C1)S(N)(=O)=O)[N+](=O)[O-])C(=O)OC(C)(C)C